C(C)N1C(=NC=C1)S(=O)(=O)NC=1C=C(C=C2C=CC=NC12)OC 1-ethyl-N-(6-methoxyquinolin-8-yl)-1H-imidazole-2-sulfonamide